COC1=CC=C(CN(C2=NC=CC(=C2)CCCC)CC2=CC=C(C=C2)OC)C=C1 2-(Bis(4-methoxybenzyl)amino)-4-(butyl)pyridin